C1(CCCCC1)C(CC1CCN(CC1)C)C1=C(C=CC(=C1)C)O 4-(2-cyclohexyl-2-(2-hydroxy-5-methylphenyl)ethyl)-1-methylpiperidine